C(C)(C)N1N=C2C(=NN(C(C2=C1)=O)CC(=O)NC1=NC=C(C=N1)F)C(C)C 2-(2,7-Diisopropyl-4-oxo-pyrazolo[3,4-d]pyridazin-5-yl)-N-(5-fluoropyrimidin-2-yl)acetamide